3-(2,5-dimethoxyphenyl)-1H-indole-5-carboxylic acid COC1=C(C=C(C=C1)OC)C1=CNC2=CC=C(C=C12)C(=O)O